(2S,4R)-N-[[1-(benzenesulfonyl)pyrrolo[3,2-c]pyridin-2-yl]methyl]-4-(difluoromethoxy)pyrrolidine-2-carboxamide C1(=CC=CC=C1)S(=O)(=O)N1C(=CC=2C=NC=CC21)CNC(=O)[C@H]2NC[C@@H](C2)OC(F)F